C(#C)C1=C2C(=CC(=CC2=CC=C1F)O)C1=C(C=2N=C(N=C(C2C=N1)N1CCCCC1)N1C[C@]2([C@@H](CCN2C)F)CC1)F 5-ethynyl-6-fluoro-4-{8-fluoro-2-[(4R,5S)-4-fluoro-1-methyl-1,7-diazaspiro[4.4]nonan-7-yl]-4-(piperidin-1-yl)pyrido[4,3-d]pyrimidin-7-yl}naphthalen-2-ol